2-(Trifluoromethyl)morpholine hydrochloride Cl.FC(C1CNCCO1)(F)F